OC1(CCC(CC1)NC(OC(C)(C)C)=O)CS(=O)(=O)C Tert-butyl (cis-4-hydroxy-4-[(methylsulfonyl)methyl] cyclohexyl)carbamate